OCCN1N=C2C=C(C(=CC2=C1)N1CC(=C2N1C=CC=N2)C(=O)N)OC 1-N-[2-(2-hydroxyethyl)-6-methoxy-indazol-5-yl]pyrazolo[1,5-a]pyrimidine-3-carboxamide